7-(5-fluoro-1-hydroxy-3,4-dihydro-2,1-benzoxaborole-7-yl)cinnoline-4-amine formate C(=O)O.FC1=CC(=C2C(COB2O)C1)C1=CC=C2C(=CN=NC2=C1)N